4-((4-aminonaphthalen-1-yl)oxy)-N-methylpicolinamide NC1=CC=C(C2=CC=CC=C12)OC1=CC(=NC=C1)C(=O)NC